Cl.C12CC(CC(CC1)O2)N 8-oxabicyclo[3.2.1]octane-3-amine hydrochloride